5-methyl-1-(1-phenyl-vinyl)-1H-benzo[d][1,2,3]triazole CC1=CC2=C(N(N=N2)C(=C)C2=CC=CC=C2)C=C1